NC1=C(C(=NN1C1CCOCC1)C1=CC(=C(C(=C1)F)CNC(C1=C(C=CC(=C1)F)OC)=O)F)C(=O)N 5-amino-3-[3,5-difluoro-4-[[(5-fluoro-2-methoxy-benzoyl)amino]methyl]phenyl]-1-tetrahydropyran-4-yl-pyrazole-4-carboxamide